ClC=1C=2C=CC=NC2C(N(C1)C=1N=C(OC1C1=CC=CC=C1)C1=CC=C(C=C1)Cl)=O 5-chloro-7-(2-(4-chlorophenyl)-5-phenyloxazol-4-yl)-1,7-naphthyridin-8(7H)-one